BrC1=CC(=C(C=N1)S(=O)(=O)N1CCC(CC1)(C(=O)N[C@H](C)\C=C/S(=O)(=O)C)F)C1=C(C=CC=C1)Cl (R,Z)-1-((6-bromo-4-(2-chlorophenyl)pyridin-3-yl)sulfonyl)-4-fluoro-N-(4-(methylsulfonyl)but-3-en-2-yl)piperidine-4-carboxamide